(S)-2-amino-3-(tert-butyloxycarbonylamino)-3-methylbutyric acid methyl ester COC([C@H](C(C)(C)NC(=O)OC(C)(C)C)N)=O